4-[[3-(4-chloro-2,3-difluoro-phenyl)imidazo[1,2-a]pyrazin-8-yl]amino]-2-ethyl-N-(pyrrolidin-3-ylmethyl)benzamide ClC1=C(C(=C(C=C1)C1=CN=C2N1C=CN=C2NC2=CC(=C(C(=O)NCC1CNCC1)C=C2)CC)F)F